FC1(CCN(CC1)C=1C2=C(N=CN1)NC(=C2)C2=CC=C(C=C2)NC(C2=NC=CC(=C2)NC2CCNCC2)=O)F N-(4-(4-(4,4-difluoropiperidin-1-yl)-7H-pyrrolo[2,3-d]pyrimidin-6-yl)phenyl)-4-(piperidin-4-ylamino)picolinamide